FS(C1=CC=C(C=C1)NC=1C(=NC=CN1)C=1C=C2C(=CC=NC2=CC1)N)(F)(F)(F)F 6-(3-((4-(Pentafluoro-λ6-sulfaneyl)phenyl)amino)pyrazin-2-yl)quinolin-4-amine